C(C=C)C1N(CCC1)C1=C(C=C(C(=N1)C(NNC(C(CCC=C)(C(F)(F)F)OCC1=CC=CC=C1)=O)=O)NC(OC(C)(C)C)=O)C(F)(F)F tert-Butyl N-[6-(2-allylpyrrolidin-1-yl)-2-[[[2-benzyloxy-2-(trifluoromethyl)hex-5-enoyl]amino]carbamoyl]-5-(trifluoromethyl)-3-pyridyl]carbamate